NC1C=2C(=NC=CC2)CC12CCNCC2 5-amino-5,7-dihydrospiro[cyclopenta[b]pyridine-6,4'-piperidin]